N-allyl-N-decyl-N-methyl-N-trimethoxysilylpropylammonium iodide [I-].C(C=C)[N+](CCC[Si](OC)(OC)OC)(C)CCCCCCCCCC